OC(C)(C)C(=O)C1=CC=C(C=C1)OCCO 4-(2-hydroxyethoxy)-phenyl (2-hydroxy-2-propyl) ketone